OC1=C(C=CC(=C1)O)C(\C=C\C1=CC=C(C=C1)SC(C)(C)C1(CC1)O)=O (E)-1-(2,4-Dihydroxyphenyl)-3-[4-[2-(1-hydroxycyclopropyl)propan-2-ylsulfanyl]phenyl]-prop-2-en-1-one